3,6-bis(3-amino-2-pyridyloxy)benzonorbornene NC=1C(=NC=CC1)OC1C2C3=C(C1CC2)C=C(C=C3)OC3=NC=CC=C3N